[C@H]12CN(C[C@H](CC1)N2)C2=CC(=C(C=C2)NC2=NC=C(C(=N2)NC=2C=CC=C1CNC(C21)=O)C(F)(F)F)OC(F)F 7-((2-((4-((1R,5S)-3,8-diazabicyclo[3.2.1]octan-3-yl)-2-(difluoromethoxy)phenyl)amino)-5-(trifluoromethyl)pyrimidin-4-yl)amino)isoindolin-1-one